N-(3-chloro-5-(methylsulfonamido)phenyl)-1-(3-(oxazol-5-ylmethoxy)pyridin-2-yl)-1H-pyrazole-4-carboxamide ClC=1C=C(C=C(C1)NS(=O)(=O)C)NC(=O)C=1C=NN(C1)C1=NC=CC=C1OCC1=CN=CO1